phenyl propargyl phosphonate P(OC1=CC=CC=C1)(OCC#C)=O